ClC=1C2=C(C(=NC1)N)C(=NN2[C@@H]2CNCC2)I (S)-7-chloro-3-iodo-1-(pyrrolidin-3-yl)-1H-pyrazolo[4,3-c]pyridine-4-amine